4-(2-fluorophenyl)-N-((3aR,5s,6aS)-2-((tetrahydro-2H-pyran-4-yl)methyl)octahydrocyclopenta[c]pyrrol-5-yl)-5,6,7,8-tetrahydrophthalazin-1-amine FC1=C(C=CC=C1)C1=NN=C(C=2CCCCC12)NC1C[C@@H]2[C@@H](CN(C2)CC2CCOCC2)C1